tert-butyl N-[(3R)-1-[4-(1-{3-cyano-9-ethyl-6,6-dimethyl-11-oxo-5H,6H,11H-benzo[b]carbazol-8-yl}piperidin-4-yl)butyl]-4,4-dimethylpyrrolidin-3-yl]carbamate C(#N)C1=CC=C2C=3C(C4=C(C(C3NC2=C1)(C)C)C=C(C(=C4)CC)N4CCC(CC4)CCCCN4C[C@@H](C(C4)(C)C)NC(OC(C)(C)C)=O)=O